FC1(CN(C1)C(=O)OCC1=CC=CC=C1)CN1N=C2C3=C(CCC2=C1)OC(=C3C)C(NC[C@H]3OCCC3)=O benzyl 3-fluoro-3-[(8-methyl-7-{[(2S)-tetrahydrofuran-2-ylmethyl]carbamoyl}-4,5-dihydro-2H-furo[2,3-g]indazol-2-yl)methyl]azetidine-1-carboxylate